1-cyanoethyl-2-phenyl-imidazole tert-Butyl-(((1r,4r)-4-(((2-chloro-5-(cyclopropanecarbonyl)pyridin-4-yl)amino)methyl)cyclohexyl)methyl)carbamate C(C)(C)(C)N(C(O)=O)CC1CCC(CC1)CNC1=CC(=NC=C1C(=O)C1CC1)Cl.C(#N)C(C)C=1N=C(NC1)C1=CC=CC=C1